C(CCC)C1=NN(C(=C1O)CCC)CC(C)C 3-n-Butyl-1-isobutyl-4-hydroxy-5-n-propyl-pyrazol